FC1=CC=C(N)C=C1C(F)(F)F 4-fluoro-5-(trifluoromethyl)aniline